COC=1C=C2C(=NC(=NC2=CC1OC)C)NC(C)C=1SC(=CC1)C1=CC(=CC=C1)OC(F)(F)F 6,7-dimethoxy-2-methyl-N-[1-{5-[3-(tri-fluoromethoxy)-phenyl]thiophen-2-yl}ethyl]-quinazolin-4-amine